CC(C)(C)[Si](C)C (1,1-dimethylethyl)dimethyl-silicon